1-(4-fluorophenyl)-2-methyl-N-[4-[[8-(methylamino)-1,7-naphthyridin-4-yl]oxy]phenyl]-6-oxopyrimidine-5-carboxamide FC1=CC=C(C=C1)N1C(=NC=C(C1=O)C(=O)NC1=CC=C(C=C1)OC1=CC=NC2=C(N=CC=C12)NC)C